tert-butyl 2-(3-bromo-6,7-dichloro-9-tosyl-9H-carbazol-1-yl)ethylcarbamate BrC=1C=C(C=2N(C3=CC(=C(C=C3C2C1)Cl)Cl)S(=O)(=O)C1=CC=C(C)C=C1)CCNC(OC(C)(C)C)=O